NCC1=NC2=CC(=CC=C2C(N1)=O)C=1C=NN(C1C1=C(C#N)C(=CC(=C1F)Cl)C=C)C (2S)-2-(4-(2-(aminomethyl)-4-oxo-3,4-dihydroquinazolin-7-yl)-1-methyl-1H-pyrazol-5-yl)-4-chloro-3-fluoro-6-vinylbenzonitrile